5-(2-(dicyanomethylene)hydrazino)-3-methyl-1H-pyrrolo[2,3-b]pyridine-1-carboxylic acid tert-butyl ester C(C)(C)(C)OC(=O)N1C=C(C=2C1=NC=C(C2)NN=C(C#N)C#N)C